IC1=C(C(=C(C(=C1F)F)OP(O)(O)=O)F)F 4-iodo-2,3,5,6-tetrafluorophenylphosphoric acid